Cl.Cl.N[C@H](CC1=C(C2=NC(=CC(=C2S1)NCC=1OC=CC1)Cl)Br)CS(=O)(=O)C 2-[(2R)-2-amino-3-(methanesulfonyl)propyl]-3-bromo-5-chloro-N-[(furan-2-yl)methyl]thieno[3,2-b]pyridin-7-amine dihydrochloride